benzonitrile dihydrate O.O.C(C1=CC=CC=C1)#N